ClC=1C=C2CCC(N(C2=C(C1)C1=C2C(=NC=C1)C=C(S2)CO)C2CN(CC2)C(=O)OC(C)(C)C)C tert-butyl 3-(6-chloro-8-(2-(hydroxymethyl)thieno[3,2-b]pyridin-7-yl)-2-methyl-3,4-dihydroquinolin-1(2H)-yl)pyrrolidine-1-carboxylate